2',2'''-(pyridine-2,6-diyl)bis(3-(1-adamantanyl)-5-(dimethyl(octyl)silyl)-[1,1'-biphenyl]-2-ol) N1=C(C=CC=C1C1=C(C=CC=C1)C=1C(=C(C=C(C1)[Si](CCCCCCCC)(C)C)C12CC3CC(CC(C1)C3)C2)O)C2=C(C=CC=C2)C=2C(=C(C=C(C2)[Si](CCCCCCCC)(C)C)C23CC1CC(CC(C2)C1)C3)O